ClCC=1C=CC(=NC1)C1=NN(C=C1)C 5-(chloromethyl)-2-(1-methyl-1H-pyrazol-3-yl)pyridine